1,1-bis(4-hydroxyphenyl)cyclopentane OC1=CC=C(C=C1)C1(CCCC1)C1=CC=C(C=C1)O